3-(ETHOXYCARBONYL)THIOPHEN-2-YLBORONIC ACID C(C)OC(=O)C1=C(SC=C1)B(O)O